C(C=C)CCSOSCCCC=C allyl-ethyl-mercaptoether